2-(4-(6-(4-Cyano-2-fluorobenzyloxy)pyridin-2-yl)-2-fluorobenzyl)-1-((tetrahydrofuran-2-yl)methyl)-1H-benzo[d]imidazol C(#N)C1=CC(=C(COC2=CC=CC(=N2)C2=CC(=C(CC3=NC4=C(N3CC3OCCC3)C=CC=C4)C=C2)F)C=C1)F